C1(=CC=CC=C1)[P+](C(C(=O)[O-])(F)F)(C1=CC=CC=C1)C1=CC=CC=C1 2-(triphenylphosphonio)difluoroacetate